N,N-bis(triethylsilyl)propylamine C(C)[Si](N([Si](CC)(CC)CC)CCC)(CC)CC